N-((1R,3s,5S)-8-Benzyl-8-azabicyclo[3.2.1]octan-3-yl)-1H-pyrrolo[2,3-b]pyridin-6-carboxamid C(C1=CC=CC=C1)N1[C@H]2CC(C[C@@H]1CC2)NC(=O)C2=CC=C1C(=N2)NC=C1